(1R,3S,5R)-2-(2-(3-acetyl-5-(2-methylpyrimidin-5-yl)-1H-indazol-1-yl)acetyl)-N-(6-bromo-3-(hydroxymethyl)pyridin-2-yl)-2-azabicyclo[3.1.0]hexane-3-carboxamide C(C)(=O)C1=NN(C2=CC=C(C=C12)C=1C=NC(=NC1)C)CC(=O)N1[C@@H]2C[C@@H]2C[C@H]1C(=O)NC1=NC(=CC=C1CO)Br